1-(4-bromophenyl)-4-ethyl-N-isopropyl-piperidine-4-carboxamide BrC1=CC=C(C=C1)N1CCC(CC1)(C(=O)NC(C)C)CC